C1(=C(C(=C(C2=CC=CC=C12)C(=O)O)C(=O)O)C(=O)O)C(=O)O 1,2,3,4-naphthalenetetracarboxylic acid